(1-methyl-1H-pyrazol-3-yl)acethydrazide tert-Butyl-4-[(4-(2-fluoroethoxy)-3-methoxyphenyl)(hydroxy)(phenyl)methyl]piperidine-1-carboxylate C(C)(C)(C)OC(=O)N1CCC(CC1)C(C1=CC=CC=C1)(O)C1=CC(=C(C=C1)OCCF)OC.CN1N=C(C=C1)CC(=O)NN